1-(3-methyl-benzo[g]quinoxalin-2-yl)-ethane-1,2-diol CC1=NC=2C=C3C(=CC2N=C1C(CO)O)C=CC=C3